5-((2R)-1-benzyl-4-hydroxy-2-phenylpiperidin-4-yl)-2-(2,6-dioxopiperidin-3-yl)isoindoline-1,3-dione C(C1=CC=CC=C1)N1[C@H](CC(CC1)(O)C=1C=C2C(N(C(C2=CC1)=O)C1C(NC(CC1)=O)=O)=O)C1=CC=CC=C1